CC=1C(=C(C(=C2CCCC12)C)C)N trimethylindan-6-amine